N-methyl-N-n-butyl-fumaric acid amide CN(C(\C=C\C(=O)O)=O)CCCC